[Zr].[Ru] ruthenium zirconium